(2S,4R)-4-hydroxy-N-(4-(4-methylthiazol-5-yl)benzyl)-1-(2-(1-oxoisoindolin-2-yl)propanoyl)pyrrolidine-2-carboxamide O[C@@H]1C[C@H](N(C1)C(C(C)N1C(C2=CC=CC=C2C1)=O)=O)C(=O)NCC1=CC=C(C=C1)C1=C(N=CS1)C